BrC=1C(=C(C=CC1)NC(=O)C=1N=CC=2CN(CCC2C1)CCCO)Cl N-(3-bromo-2-chlorophenyl)-7-(3-hydroxypropyl)-5,6,7,8-tetrahydro-2,7-naphthyridine-3-carboxamide